6-[[5-methyl-3-(6-methyl-3-pyridyl)isoxazol-4-yl]methoxy]-N-tetrahydropyran-4-yl-pyridazine-3-carboxamide CC1=C(C(=NO1)C=1C=NC(=CC1)C)COC1=CC=C(N=N1)C(=O)NC1CCOCC1